(R)-(2-(1,5-dimethyl-1H-pyrazol-4-yl)oxazol-5-yl)(4-(4-methylpyrazolo[1,5-a]pyridin-2-yl)-1,4,6,7-tetrahydro-5H-imidazo[4,5-c]pyridin-5-yl)methanone CN1N=CC(=C1C)C=1OC(=CN1)C(=O)N1[C@H](C2=C(CC1)NC=N2)C2=NN1C(C(=CC=C1)C)=C2